6-chloro-4-phenylpyrido[3,2-d]pyrimidine ClC=1C=CC=2N=CN=C(C2N1)C1=CC=CC=C1